3-(2-(5-Fluoropiperidin-2-yl)benzyl)-2-thioxo-1,2,3,7-tetrahydro-6H-purin-6-one FC1CCC(NC1)C1=C(CN2C(NC(C=3NC=NC23)=O)=S)C=CC=C1